C(C)(C)C1=CC=C(C=C2CN(CC(C2=O)=CC2=CC=C(C=C2)C(C)C)C)C=C1 3,5-Bis(4-isopropylbenzal)-1-methylpiperidin-4-one